CN1CC=C(C=C1)C=1C2=CC=C(N2)C(=C2C=CC(C(=C3C=CC(=C(C=4C=CC1N4)C4=CCN(C=C4)C)N3)C3=CCN(C=C3)C)=N2)C2=CCN(C=C2)C 5,10,15,20-tetrakis(N-methyl-4-pyridyl)porphyrin